FC(C1=C(C=C2CCCN(C2=C1)C=1C=C2C(=CN(C2=C(C1)C(C)C)COCC[Si](C)(C)C)C(=O)NC)C=1C=NN(C1)C)F 5-(7-(difluoromethyl)-6-(1-methyl-1H-pyrazol-4-yl)-3,4-dihydroquinolin-1(2H)-yl)-7-isopropyl-N-methyl-1-((2-(trimethylsilyl)ethoxy)methyl)-1H-indole-3-carboxamide